4-(5-chloro-2-(isopropylamino)pyridin-4-yl)-N-(2-(hydroxymethyl)benzyl)-1H-pyrrole ClC=1C(=CC(=NC1)NC(C)C)C=1C=CN(C1)CC1=C(C=CC=C1)CO